(E)-3-(4-Fluorophenyl)-1-(2-nitrophenyl)prop-2-en-1-one FC1=CC=C(C=C1)/C=C/C(=O)C1=C(C=CC=C1)[N+](=O)[O-]